5-(2-(((2S,4R)-1-((S)-2-(1-fluorocyclopropane-1-carboxamido)-3,3-dimethylbutanoyl)-4-hydroxypyrrolidine-2-carboxamido)methyl)-5-(4-methylthiazol-5-yl)phenoxy)pentanoic acid FC1(CC1)C(=O)N[C@H](C(=O)N1[C@@H](C[C@H](C1)O)C(=O)NCC1=C(OCCCCC(=O)O)C=C(C=C1)C1=C(N=CS1)C)C(C)(C)C